5,5'-[oxybis(methylene)]bis(5-ethyl-1,3-dioxan-2-one) O(CC1(COC(OC1)=O)CC)CC1(COC(OC1)=O)CC